CC1=NC=CC(=C1)C1CNCCO1 2-(2-methylpyridin-4-yl)morpholine